Bis-(4-aminocyclohexyl)-methane NC1CCC(CC1)CC1CCC(CC1)N